6-(6-((tert-butyldimethylsilyl)ethynyl)-2,4-dimethylpyridin-3-yl)-5-(3-fluoro-4-((4-methylpyridin-2-yl)oxy)phenyl)-4,7-dimethyl-7H-pyrrolo[2,3-d]pyrimidine [Si](C)(C)(C(C)(C)C)C#CC1=CC(=C(C(=N1)C)C1=C(C2=C(N=CN=C2C)N1C)C1=CC(=C(C=C1)OC1=NC=CC(=C1)C)F)C